OC1=CC=C(C(=O)O)C=C1 PARA-HYDROXYBENZOIC ACID